N-(1H-pyrazol-3-yl)-N-tetra-hydrothiophen-3-yl-acetamide N1N=C(C=C1)N(C(C)=O)C1CSCC1